C1(CC1)N1N=CC(=C1)OC1CN(C1)C=1N=C(C2=C(N1)C(N(C(=N2)C(F)(F)F)C)=O)C2=CC=C(C#N)C=C2 4-(2-(3-((1-cyclopropyl-1H-pyrazol-4-yl)oxy)azetidin-1-yl)-7-methyl-8-oxo-6-(trifluoromethyl)-7,8-dihydropyrimido[5,4-d]pyrimidin-4-yl)benzonitrile